4-fluoro-N-(4-(1-(2-((2-hydroxy-2-methylpropyl)amino)-2-oxoacetyl)-1,2,3,6-tetrahydropyridin-4-yl)phenyl)isoindoline-2-carboxamide FC1=C2CN(CC2=CC=C1)C(=O)NC1=CC=C(C=C1)C=1CCN(CC1)C(C(=O)NCC(C)(C)O)=O